tert-butyl (2R,4S)-2-(2-(4-(6-bromo-3-nitroquinolin-4-ylamino) butoxy)-5-fluorophenyl)-4-fluoropyrrolidine-1-carboxylate BrC=1C=C2C(=C(C=NC2=CC1)[N+](=O)[O-])NCCCCOC1=C(C=C(C=C1)F)[C@@H]1N(C[C@H](C1)F)C(=O)OC(C)(C)C